(1'R,2S)-1'-bromo-4-methylene-3',4'-dihydro-1'H,3H-spiro[furan-2,2'-naphthalene]-5(4H)-one Br[C@H]1[C@@]2(CCC3=CC=CC=C13)OC(C(C2)=C)=O